C(=O)(C=C)N1CCNCC1 acryl-piperazine